(S)-4-(3-methyl-1H-pyrrolo[2,3-b]pyridin-4-yl)-N-(pyrrolidin-3-yl)-3,4-dihydro-2H-1,4-thiazine-6-carboxamide hydrochloride Cl.CC1=CNC2=NC=CC(=C21)N2CCSC(=C2)C(=O)N[C@@H]2CNCC2